N[C@@H]1[C@@H](OCC12CCN(CC2)C=2N=CC(=NC2)SC2=C(C(=NC=C2)NC(=O)NS(=O)(=O)C2=CC(=CC=C2)F)Cl)C N-((4-((5-((3S,4S)-4-amino-3-methyl-2-oxa-8-azaspiro[4.5]decan-8-yl)pyrazin-2-yl)thio)-3-chloropyridin-2-yl)carbamoyl)-3-fluorobenzenesulfonamide